N-(4-methylphenylsulfonyloxy)bicyclo[2.2.1]hept-5-ene-2,3-dicarboximide CC1=CC=C(C=C1)S(=O)(=O)ON1C(=O)C2C3C=CC(C2C1=O)C3